CC(CCCCCC)OP(OC(CCCCCC)C)(=O)C methyl-phosphonic acid di(1-methyl heptyl) ester